(R)-3-(methylamino)pyrrolidine CN[C@H]1CNCC1